FC1(CCN(CC1)C1=NC(=CC2=C1N=NC(=C2)OC)NC(C2=C(C=C(C=C2)I)N2CCC1(CC1)CC2)=O)F N-(8-(4,4-difluoropiperidin-1-yl)-3-methoxypyrido[3,4-c]pyridazin-6-yl)-4-iodo-2-(6-azaspiro[2.5]octan-6-yl)benzamide